FC(C1(CC1)CCC(=O)O)F 3-(1-(difluoromethyl)cyclopropyl)propanoic acid